2-((4H-1,2,4-triazol-4-yl)methyl)-4-(6-(6-(difluoromethyl)imidazo[1,2-b]pyridazin-3-yl)pyrimidin-4-yl)morpholine N=1N=CN(C1)CC1CN(CCO1)C1=NC=NC(=C1)C1=CN=C2N1N=C(C=C2)C(F)F